trans-1-[3-[2-[(4-aminocyclohexyl)amino]-5-fluoro-pyrimidin-4-yl]phenyl]piperidin-2-one N[C@@H]1CC[C@H](CC1)NC1=NC=C(C(=N1)C=1C=C(C=CC1)N1C(CCCC1)=O)F